BrC1=CC=C2C(=C1)CNC(C21CCN(CC1)[C@@H]1CC[C@@H](CC1)C(C)C)=O 7-bromo-1'-(cis-4-isopropyl-cyclohexyl)-1,2-dihydro-3H-spiro[isoquinoline-4,4'-piperidin]-3-one